(2,4-difluorobenzyl)-N-(1-phenethylpiperidin-4-yl)-2-furoamide FC1=C(CC2=C(OC=C2)C(=O)NC2CCN(CC2)CCC2=CC=CC=C2)C=CC(=C1)F